NC=1C=C(C=CC1F)C(CCC1CC1)NS(=O)C(C)(C)C N-(1-(3-amino-4-fluorophenyl)-3-cyclopropyl-propyl)-2-methylpropane-2-sulfinamide